FC1=CC2=C(N(C(S2)=O)CC=C)C=C1N=C=O 6-Fluoro-3-(2-propenyl)-2(3H)-benzothiazolon-5-yl isocyanate